CC1=CC=C(N)C=C1 p-(methyl)aniline